ClC1=C(C(=CC=C1)F)C1=NOC(=C1CO[C@H]1[C@@H]2CN([C@H](C1)C2)C2=C(C=C(C=C2)CCC(=O)O)F)C2CC2 3-[4-[(1S,4S,5R)-5-[[3-(2-chloro-6-fluorophenyl)-5-cyclopropyl-1,2-oxazol-4-yl]methoxy]-2-azabicyclo[2.2.1]heptan-2-yl]-3-fluorophenyl]propanoic acid